CC(C(=O)OCC(F)(F)F)(C)C1C2(CC2)C(=NN1C1=CC=CC=C1)C1=CC=C(C=C1)C 2,2,2-Trifluoroethyl 2-methyl-2-(5-phenyl-7-(p-tolyl)-5,6-diazaspiro[2.4]hept-6-en-4-yl)propanoate